8-(4-(methylsulfonyl)piperidin-1-yl)pyrido[4,3-d]pyrimidin-7(6H)-one CS(=O)(=O)C1CCN(CC1)C=1C(NC=C2C1N=CN=C2)=O